2-bromo-3-(propylcarbonyl)bicyclo[1.1.1]Pentane-1-carboxylic acid BrC1C2(CC1(C2)C(=O)CCC)C(=O)O